BrC=1C(=NC=CC1F)[C@@H](CCC=C)NC1=CC=C(C=C1)OC (R)-N-(1-(3-bromo-4-fluoropyridin-2-yl)pent-4-en-1-yl)-4-methoxyaniline